N-(7-chloro-6-(1-((3R,4R)-4-hydroxy-3-methyltetrahydrofuran-3-yl)piperidin-4-yl)isoquinolin-3-yl)-2-(4-fluoropyridin-2-yl)cyclopropane-1-carboxamide ClC1=C(C=C2C=C(N=CC2=C1)NC(=O)C1C(C1)C1=NC=CC(=C1)F)C1CCN(CC1)[C@@]1(COC[C@@H]1O)C